N-(5-(3-(2-(2,2-dimethylpyrrolidin-1-yl)ethyl)ureido)-2-methyl-pyridin-3-yl)-2-(1-methyl-1H-pyrazol-4-yl)pyrazolo[5,1-b]thiazole-7-carboxamide CC1(N(CCC1)CCNC(NC=1C=C(C(=NC1)C)NC(=O)C=1C=NN2C1SC(=C2)C=2C=NN(C2)C)=O)C